tert-butyl (S)-(6-(4-bromopyridin-2-yl)hex-5-yn-2-yl)carbamate BrC1=CC(=NC=C1)C#CCC[C@H](C)NC(OC(C)(C)C)=O